1-(Benzo[d]thiazol-5-yl)-N-((tetrahydro-2H-pyran-4-yl)methyl)ethan-1-amine S1C=NC2=C1C=CC(=C2)C(C)NCC2CCOCC2